OC1(CNC1)[C@H](C)NC(=O)C=1C=NC2=C(C=CC=C2C1)C1=CC=C(C=C1)C(F)(F)F N-[(1S)-1-(3-hydroxyazetidin-3-yl)ethyl]-8-[4-(trifluoromethyl)phenyl]quinoline-3-carboxamide